C(#N)CC1(CN(C1)C1CCN(CC1)C(=O)C=1C=C(C#N)C=C(C1)F)N1N=CC(=C1)C1=C2C(=NC=C1F)NC=C2 3-[(4-{3-(cyanomethyl)-3-[4-(5-fluoro-1H-pyrrolo[2,3-b]pyridin-4-yl)-1H-pyrazol-1-yl]azetidin-1-yl}piperidin-1-yl)carbonyl]-5-fluorobenzonitrile